O=C(NCCC(=O)O)CCOCCOCCOCCNC(CCCC(NCCOCCOCCOCCC(NCCC(=O)O)=O)=O)=O 5,18,22,35-tetraoxo-8,11,14,26,29,32-hexaoxa-4,17,23,36-tetraazanonatriacontane-1,39-dioic acid